ClC1=CC(=C(C=C1)C1C(N(C2=C(O1)C=CC=C2)CC2=CC=C(C=C2)OC)=O)F (4-chloro-2-fluorophenyl)-4-(4-methoxybenzyl)-2H-benzo[b][1,4]Oxazin-3(4H)-one